5-methyl-4,5,6,7-tetrahydrothiazolo[5,4-c]pyridine-2-carboxylic acid ethyl ester C(C)OC(=O)C=1SC=2CN(CCC2N1)C